3,N4-ethenodeoxycytidine C1[C@@H]([C@H](O[C@H]1N2C=CC3=NC=CN3C2=O)CO)O